Cl.N1N=CC2=CC=C(C=C12)C1=NC2=C(N1)C=CC(=C2)C(=O)NC 2-(1H-indazol-6-yl)-N-methyl-1H-benzo[d]imidazole-5-carboxamide hydrochloride